1-(4-fluoro-3-(quinoxaline-6-carbonyl)phenyl)-3-(4-fluorophenyl)urea FC1=C(C=C(C=C1)NC(=O)NC1=CC=C(C=C1)F)C(=O)C=1C=C2N=CC=NC2=CC1